BrC=1C(=C(C=CC1)[C@@H](C)N[S@](=O)C(C)(C)C)C (R)-N-((R)-1-(3-bromo-2-methylphenyl)ethyl)-2-methylpropane-2-sulfinamide